ethyl (S)-3-amino-3-(3',4-difluoro-6'-hydroxy-2',5-dimethyl-[1,1'-biphenyl]-3-yl)propanoate hydrochloride Cl.N[C@@H](CC(=O)OCC)C=1C=C(C=C(C1F)C)C1=C(C(=CC=C1O)F)C